benzyl-para-acetoxyphenyl-methyl-sulfonium C(C1=CC=CC=C1)[S+](C)C1=CC=C(C=C1)OC(C)=O